ClC1=C2C=C(NC2=CC(=C1)F)C(=O)N(C)[C@@H]1COCC=2NC(C=3C=C(C=CC3C21)F)=O (S)-4-chloro-6-fluoro-N-(8-fluoro-6-oxo-1,4,5,6-tetrahydro-2H-pyrano[3,4-c]isoquinolin-1-yl)-N-methyl-1H-indole-2-carboxamide